CC(C#N)(O)C dimethylglycolonitrile